α-(propylsulfonyloxyimino)-4-methylphenylacetonitrile C(CC)S(=O)(=O)ON=C(C#N)C1=CC=C(C=C1)C